COC1=C(C=CC=C1)NC=1N=CC2=C(N1)N(C(C=C2C#C[Si](C(C)C)(C(C)C)C(C)C)=O)C2=CC=CC=C2 2-((2-methoxyphenyl)amino)-8-phenyl-5-((triisopropylsilyl)ethynyl)pyrido[2,3-d]pyrimidin-7(8H)-one